4-fluoro-5-(6-[4-fluoro-3-(trifluoromethyl)phenyl]-2-(propan-2-yl)imidazo[1,2-a]pyrazin-3-yl)-1H-indazole FC1=C2C=NNC2=CC=C1C1=C(N=C2N1C=C(N=C2)C2=CC(=C(C=C2)F)C(F)(F)F)C(C)C